4-isopropyl-2-methoxybenzenesulfonyl chloride C(C)(C)C1=CC(=C(C=C1)S(=O)(=O)Cl)OC